BrC=1C=C(C=CC1)N1C(=NC2=CC=CC=C2C1=O)C 3-(3-bromophenyl)-2-methylquinazolin-4(3H)-one